C1(=CC=CC=C1)C(NNC(=S)N1CCC1)C1=NC=CC=C1 (E)-N'-(phenyl-(pyridin-2-yl)methyl)azetidine-1-carbothiohydrazide